N-[(1R)-1-[3-amino-5-(trifluoromethyl)phenyl]ethyl]-6-(2-fluorophenyl)-7-oxo-thieno[2,3-d]pyridazine-4-carboxamide NC=1C=C(C=C(C1)C(F)(F)F)[C@@H](C)NC(=O)C=1C2=C(C(N(N1)C1=C(C=CC=C1)F)=O)SC=C2